NC=1C=C2OC3=C(CCCC3=CC2=CC1)C=CC=1SC(=CCC1)C 2-(2-(6-amino-2,3-dihydro-1H-xanthen-4-yl)vinyl)6-methyl-4H-thiabenzene